C(C)OC(=O)C=1C=2CCNCC2C=CC1 1,2,3,4-tetrahydroisoquinoline-5-carboxylic acid ethyl ester